FC(C1=NSC(=N1)CC1CC2(CN(C2)C(=O)OC(C)(C)C)C1)(F)F tert-butyl 6-[[3-(trifluoromethyl)-1,2,4-thiadiazol-5-yl]methyl]-2-azaspiro[3.3]heptane-2-carboxylate